methyl (S)-5-(1-(2-hydroxy-3-(2-methoxyethoxy)propyl)-1H-pyrazol-4-yl)pyrazolo[1,5-a]pyridine-3-carboxylate O[C@@H](CN1N=CC(=C1)C1=CC=2N(C=C1)N=CC2C(=O)OC)COCCOC